FC=1C(=NC=CC1)C1=CC(=CC2=C1C(N1[C@@H](CO2)C[C@@H](C1)OC1=CC=C2CCC(NC2=C1)=O)=O)C [2S,11aR]-6-(3-fluoropyridin-2-yl)-8-methyl-2-((2-oxo-1,2,3,4-tetrahydroquinolin-7-yl)oxy)-2,3,11,11a-tetrahydro-1H,5H-benzo[f]pyrrolo[2,1-c][1,4]oxazepin-5-one